C(C)(C)(C)OC(NC1=CC(=C(C=C1)NC(C1=C(C=C(C(=C1)F)N1N=C(N(C1=O)C)C(C)OC(C)OCC)OC(C)C1CCCCC1)=O)C)=O {4-[(2-(1-cyclohexylethoxy)-4-{3-[1-(1-ethoxyethoxy)ethyl]-4-methyl-5-oxo-4,5-dihydro-1H-1,2,4-triazol-1-yl}-5-fluorobenzoyl)amino]-3-methylphenyl}carbamic acid tert-butyl ester